[N+](=[N-])=CC(CC[C@@H](C(=O)OCCNC1CC1)NC([C@@H](C)OC)=O)=O 2-(cyclopropylamino)ethyl (S)-6-diazo-2-((R)-2-methoxypropanamido)-5-oxohexanoate